diethyl (cyanomethyl)-phosphonate C(#N)CP(OCC)(OCC)=O